FC1=C(CN2CC3(CC2(C)C)CCN(CC3)C(=O)OC(C(F)(F)F)C(F)(F)F)C=CC=C1CN1CCOCC1 1,1,1,3,3,3-hexafluoropropan-2-yl 2-(2-fluoro-3-(morpholinomethyl) benzyl)-3,3-dimethyl-2,8-diazaspiro[4.5]decane-8-carboxylate